(R)-N-(2-methyl-1-(methylthio)propan-2-yl)-2-(4-nitrophenyl)-4,5-dihydrothiazole-4-carboxamide CC(CSC)(C)NC(=O)[C@H]1N=C(SC1)C1=CC=C(C=C1)[N+](=O)[O-]